octenoic acid copper [Cu].C(C=CCCCCC)(=O)O